(R)-2-(azetidin-1-yl)-5-(5-(1-(3,5-dichloropyridazin-4-yl)ethoxy)-1H-indazol-3-yl)nicotinonitrile N1(CCC1)C1=C(C#N)C=C(C=N1)C1=NNC2=CC=C(C=C12)O[C@H](C)C1=C(N=NC=C1Cl)Cl